ClC1=C(C=CC=C1F)C1=CC2=C(O[C@H](CN2S(=O)(=O)C2=CC(=CC=C2)C(F)(F)F)CNC(CCOC)=O)C=C1 (S)-N-((6-(2-chloro-3-fluorophenyl)-4-((3-(trifluoromethyl)-phenyl)sulfonyl)-3,4-dihydro-2H-benzo[b][1,4]oxazin-2-yl)methyl)-3-methoxypropanamide